N-(2-(3,3-difluoropyrrolidin-1-yl)-4-(2-fluorophenyl)pyridin-3-yl)-2-isopropyloxazole-4-carboxamide FC1(CN(CC1)C1=NC=CC(=C1NC(=O)C=1N=C(OC1)C(C)C)C1=C(C=CC=C1)F)F